methyl 2-(5-chloro-2-((6-methoxy-2-methyl-1,2,3,4-tetrahydroisoquinolin-7-yl) amino) pyrimidin-4-yl)-2-azaspiro[4.5]decane-4-carboxylate ClC=1C(=NC(=NC1)NC1=C(C=C2CCN(CC2=C1)C)OC)N1CC2(C(C1)C(=O)OC)CCCCC2